N(=[N+]=[N-])CCOCCOCCNC1=C2CN(CC2=CC=C1)C1C(NC(CC1)=O)=O 4-((2-(2-(2-azidoethoxy)ethoxy)ethyl)amino)-2-(2,6-dioxopiperidin-3-yl)isoindoline